zirconium (iv) oxide [O-2].[Zr+4].[O-2]